N1(C=NC=C1)C1=NC=C(C(=N1)OC)NC(=O)C=1C(=NOC1C)C1=CC=CC=C1 N-(2-Imidazol-1-yl-4-methoxy-pyrimidin-5-yl)-5-methyl-3-phenyl-isoxazole-4-carboxamide